BrC1=NN(C=C1)C1CN(C1)C(=O)OC(C)(C)C tert-butyl 3-(3-bromopyrazol-1-yl)azetidine-1-carboxylate